barium strontium gadolinium [Gd].[Sr].[Ba]